5,10-bis(N-methylpyridinium-4-yl)-15,20-bis(phenyl)porphyrin C[N+]1=CC=C(C=C1)C=1C2=CC=C(N2)C(=C2C=CC(C(=C3C=CC(=C(C=4C=CC1N4)C4=CC=[N+](C=C4)C)N3)C3=CC=CC=C3)=N2)C2=CC=CC=C2